phenyl-pteridine C1(=CC=CC=C1)C1=NC2=NC=CN=C2C=N1